FC=1C=C(CCN(CC=2C=C(C=CC2)C[C@H](C(=O)O)[C@@H]2CNCC2)CC=2C=C(C=CC2)C[C@H](C(=O)O)[C@@H]2CNCC2)C=C(C1)OC (2S,2'S)-3,3'-((((3-fluoro-5-methoxyphenethyl)azanediyl)bis(methylene))bis(3,1-phenylene))bis(2-((R)-pyrrolidin-3-yl)propanoic acid)